tert-butyl N-{[(1E)-3-{[(tert-butoxy)carbonyl]amino}prop-1-en-1-yl](4-fluorophenyl)oxo-λ6-sulfanylidene}carbamate C(C)(C)(C)OC(=O)NC/C=C/S(=NC(OC(C)(C)C)=O)(=O)C1=CC=C(C=C1)F